(2R)-Amino-N-((S)-8,9-difluoro-6-oxo-1,4,5,6-tetrahydro-2H-pyrano[3,4-c]isoquinolin-1-yl)-(3S)-hydroxy-N-methylbutanamide N[C@](C(=O)N(C)[C@@H]1COCC=2NC(C=3C=C(C(=CC3C21)F)F)=O)(CC)O